FC1=CC2=C(N=C(O2)CN2CCN(CC2)C2=NC=NC(=C2I)C)C=C1 6-fluoro-2-((4-(5-iodo-6-methylpyrimidin-4-yl)piperazin-1-yl)methyl)benzo[d]oxazole